(3R)-oxolane-3-carboxylic acid O1C[C@@H](CC1)C(=O)O